C(C)C1=C(C(=NN1C1=CC=C(C=C1)CN1C(CCC1)=O)C(F)(F)F)CO 1-[[4-[5-ethyl-4-(hydroxymethyl)-3-(trifluoromethyl)pyrazol-1-yl]phenyl]methyl]pyrrolidin-2-one